O=C1C=C2N(CCC=3C=CC=NC23)C=C1C(=O)N 10-oxo-5,10-dihydro-6H-pyrido[1,2-h][1,7]naphthyridine-9-carboxamide